sodium hydroxide, ammonium salt [NH4+].[OH-].[Na]